3-(2-methoxypropan-2-yl)-8-(piperazin-1-yl)[1,2,4]triazolo[4',3':1,6]pyrimido[5,4-c]pyridazin-5(6H)-one COC(C)(C)C1=NN=C2N1C(NC=1C2=NN=C(C1)N1CCNCC1)=O